BrC1=C(C(=CC(=C1)C(C(F)(F)F)(C(F)(F)F)F)C(F)(F)F)NC(C1=C(C(=CC=C1)N1OCC2=C(C1=O)C=CC(=C2)C(F)(F)F)F)=O N-(2-bromo-4-(perfluoropropan-2-yl)-6-(trifluoromethyl)phenyl)-2-fluoro-3-(7-trifluoromethyl-4-oxo-1,4-dihydro-3H-benzo[d][1,2]oxazin-3-yl)benzamide